(4-(cyclobutylamino)-6-methoxyquinolin-3-yl)(4-(cyclopropanecarbonyl)piperazin-1-yl)methanone C1(CCC1)NC1=C(C=NC2=CC=C(C=C12)OC)C(=O)N1CCN(CC1)C(=O)C1CC1